CC(CN(CCO)CCO)C N-(2-methylpropyl)diethanolamine